8-(1-((3,5-difluorophenyl)amino)ethyl)-2-morpholino-4-oxo-4H-chromene-6-sulfonyl fluoride FC=1C=C(C=C(C1)F)NC(C)C=1C=C(C=C2C(C=C(OC12)N1CCOCC1)=O)S(=O)(=O)F